NC[C@@H]1[C@@H](C1)C(=O)O cis-2-aminomethyl-cyclopropanecarboxylic acid